2-sulfhydryl-benzimidazolecarboxylic acid SC1(N=C2C(=N1)C=CC=C2)C(=O)O